N=1C=NN2C1C=C(C=C2)OC2=CC(=C(C=C2C)NC=2C1=C(N=CN2)C=CC(=N1)N1CC2(CCN2C(C#CC)=O)C1)F 1-(6-(4-((4-([1,2,4]triazolo[1,5-a]pyridin-7-yloxy)-2-fluoro-5-methylphenyl)amino)pyrido[3,2-d]pyrimidin-6-yl)-1,6-diazaspiro[3.3]heptan-1-yl)but-2-yn-1-one